FC(C(=O)NC)(C1=CC=C(C=C1)NC1=NC2=CC(=C(C=C2C=N1)F)C1=C(C2=C(OCCN2)N=C1)C)F 2,2-difluoro-2-(4-{[6-fluoro-7-(8-methyl-2,3-dihydro-1H-pyrido[2,3-b][1,4]oxazin-7-yl)quinazolin-2-yl]amino}phenyl)-N-methylacetamide